(8S,8aR)-7-(((S)-5-(ethoxycarbonyl)-6-(3-fluoro-2-methylphenyl)-2-(thiazol-2-yl)-3,6-dihydropyrimidin-4-yl)methyl)-2-(3-(methoxymethyl)bicyclo[1.1.1]pentan-1-yl)-3-oxooctan C(C)OC(=O)C1=C(NC(=N[C@H]1C1=C(C(=CC=C1)F)C)C=1SC=CN1)CC(CCCC(C(C)C12CC(C1)(C2)COC)=O)C